N1=CC=C(C=C1)C1=NN(C=2NCNC(C21)=O)COCC[Si](C)(C)C 3-(Pyridin-4-yl)-1-((2-(trimethylsilyl)ethoxy)methyl)-1,5,6,7-tetrahydro-4H-pyrazolo[3,4-d]pyrimidin-4-one